OCCC1C=2C(=CC=NC2NC(C1)=O)C=1C=C(C(=O)O)C=CC1 3-(5-(2-hydroxyethyl)-7-oxo-5,6,7,8-tetrahydronaphthyridin-4-yl)benzoic acid